C(=C)C(C(=O)O)CCCCCCCCCC.C(CCCCCCCCCCC)(=O)OC=C vinyl laurate (vinyl dodecanoate)